FC(C1=C(C=CC(=C1)C(F)(F)F)CC(=O)N(CC=1OC(=NN1)C1=NC=C(C=N1)Cl)C1=CC=C(C=C1)Cl)(F)F 2-(2,4-bis(trifluoromethyl)phenyl)-N-(4-chlorophenyl)-N-((5-(5-chloropyrimidin-2-yl)-1,3,4-oxadiazol-2-yl)methyl)acetamide